6-methylsulfonyl-benzothiazole CS(=O)(=O)C1=CC2=C(N=CS2)C=C1